7-amino-N-[(3R)-7-[(3S,4S)-3-amino-4-methoxypyrrolidin-1-yl]-6-cyano-5-fluoro-3,4-dihydro-2H-1-benzopyran-3-yl]-3-methylthieno[2,3-b]pyrazine-6-carboxamide NC1=C(SC2=NC(=CN=C21)C)C(=O)N[C@H]2COC1=C(C2)C(=C(C(=C1)N1C[C@@H]([C@H](C1)OC)N)C#N)F